NC1=C(C=CC(=C1)OC(F)(F)F)C(=O)N1C[C@H](CC1)C1=C2C(=NC=C1)NC(=N2)C2CCOCC2 [2-amino-4-(trifluoromethoxy)phenyl]-[(3R)-3-(2-tetrahydropyran-4-yl-3H-imidazo[4,5-b]pyridin-7-yl)pyrrolidin-1-yl]methanone